6,6-difluoro-3-azabicyclo[3.1.0]hexaneEnamine FC1(C2CN=CC12N)F